O=CCN(C([O-])=O)CC=O bis(2-oxoethyl)carbamate